C1(CC1)C=1C(=NSC1C(=O)NC1=CC(=NC=C1)C)C=1C=2N(C=CC1)N=CC2 4-cyclopropyl-N-(2-methylpyridin-4-yl)-3-{pyrazolo[1,5-a]pyridine-4-yl}-1,2-thiazole-5-carboxamide